(2S)-2-[(tert-butoxycarbonyl)amino]-3-[3-[3-(3-hydroxy-2,2-dimethylpropyl)-2-iodo-1H-indol-5-yl]-5-[(triisopropylsilyl)oxy]phenyl]propanoic acid C(C)(C)(C)OC(=O)N[C@H](C(=O)O)CC1=CC(=CC(=C1)O[Si](C(C)C)(C(C)C)C(C)C)C=1C=C2C(=C(NC2=CC1)I)CC(CO)(C)C